[N+](=O)([O-])C1=CC=C(C(=O)O[C@@H]2C=3N(CC[C@H]2[C@@H]2N4C(C5=CC=CC=C25)=CN=C4)N=C(C3)CF)C=C1 (4S,5S)-2-(fluoromethyl)-5-((S)-5H-imidazo[5,1-a]isoindol-5-yl)-4,5,6,7-tetrahydropyrazolo[1,5-a]pyridin-4-yl 4-nitrobenzoate